NC1=C(C=CC=C1C(F)(F)F)NC(C)=O N-[2-amino-3-(trifluoromethyl)phenyl]acetamide